1-methyl-3-(4-methylpiperazin-1-yl)propyl-dimethylamine CC(CCN1CCN(CC1)C)N(C)C